CC1(CN=CC=C1)B(O)O (3-methyl-pyridin-3-yl)boronic acid